5,6-difluoro-2-[5-(imidazol-1-ylmethyl)pyridin-3-yl]-1-[2-(p-toluenesulfonyloxy)ethyl]benzimidazole cyclobutyl-((4-(cyclopropyl)phenoxy)(perfluorophenoxy)phosphoryl)-L-alaninate C1(CCC1)N([C@@H](C)C(=O)O)P(=O)(OC1=C(C(=C(C(=C1F)F)F)F)F)OC1=CC=C(C=C1)C1CC1.FC1=CC2=C(N(C(=N2)C=2C=NC=C(C2)CN2C=NC=C2)CCOS(=O)(=O)C2=CC=C(C)C=C2)C=C1F